methyl-2-(1-methyl-1H-pyrazol-4-yl)-4,5,6,7-tetrahydrobenzo[b]thiophen-4-amine CC=1C2=C(SC1C=1C=NN(C1)C)CCCC2N